CC(C(=O)C1=CC=C(C=C1)SC)(C)N1CCOCC1 2-methyl-1-[4-(methylthio)phenyl]2-(4-Morpholinyl)-1-propanone